4-(6-azabicyclo[3.1.1]heptan-3-yl)-2-(2,6-dioxopiperidin-3-yl)-5,6-difluoroisoindoline-1,3-dione C12CC(CC(N1)C2)C2=C1C(N(C(C1=CC(=C2F)F)=O)C2C(NC(CC2)=O)=O)=O